[4-(2-fluoro-1,3-thiazol-5-yl)-1,2,3,6-tetrahydropyridine-1-carbonyl]-6-methyl-N-(1-methylcyclopropyl)furo[2,3-d]pyrimidin-4-amine FC=1SC(=CN1)C=1CCN(CC1)C(=O)C=1N=C(C2=C(N1)OC(=C2)C)NC2(CC2)C